FC(CN1C=C(C2=CC=CC=C12)C(=O)O)(F)F 1-(2,2,2-trifluoroethyl)-1H-indole-3-carboxylic acid